C1(CCC1)C1=CN=C(S1)NC1=CC(=NC(=N1)CC)NCCNC([C@H](C)N(C(OC(C)(C)C)=O)C)=O tert-butyl N-[(1S)-2-[2-[[6-[(5-cyclobutylthiazol-2-yl)amino]l-2-ethyl-pyrimidin-4-yl]amino]ethylamino]-1-methyl-2-oxo-ethyl]-N-methyl-carbamate